ethyl 6-methyl-5-((1-methyl-6-(pyridin-4-ylamino)-1H-pyrazolo[3,4-d]pyrimidin-3-yl)amino)nicotinate CC1=NC=C(C(=O)OCC)C=C1NC1=NN(C2=NC(=NC=C21)NC2=CC=NC=C2)C